ClC1=C(C=CC=C1Cl)C1=NC2=NC(=NC=C2N1C(C)C)N1CCC2(CC1)[C@@H](C1=CC=CC=C1C2)N (S)-1'-(8-(2,3-dichlorophenyl)-7-isopropyl-7H-purin-2-yl)-1,3-dihydrospiro[indene-2,4'-piperidin]-1-amine